trioctylmethylammonium bis(2,4,6-trimethylbenzoyl)phosphinic acid salt CC1=C(C(=O)P([O-])(=O)C(C2=C(C=C(C=C2C)C)C)=O)C(=CC(=C1)C)C.C(CCCCCCC)[N+](C)(CCCCCCCC)CCCCCCCC